[F].ClC1=C(C=C2C=C(NC2=C1)C=1C=CC(=NC1)N1CC(C1)CO)C=1C=NC=C(C1)OC (1-(5-(6-chloro-5-(5-methoxypyridin-3-yl)-1H-indol-2-yl)pyridin-2-yl)azetidin-3-yl)methanol fluorine